4-(4-tert-butylcyclohexyl)aminobutane-1-sulfonic acid C(C)(C)(C)C1CCC(CC1)NCCCCS(=O)(=O)O